ClC1=CC(=NC=C1)N1C=C(C2=C1N=CN=C2N2[C@H](CN(CC2)C(=O)OC(C)(C)C)C)N2CC(OCC2)C tert-Butyl (3S)-4-(7-(4-chloropyridin-2-yl)-5-(2-methylmorpholino)-7H-pyrrolo[2,3-d]pyrimidin-4-yl)-3-methylpiperazine-1-carboxylate